ClN1C(=C(C(C2=CC=CC=C12)=O)C(C)=NO)C1=CC=CC=C1 chloro-3-(1-(hydroxyimino)ethyl)-2-phenylquinolin-4(1H)-one